5-(2-Amino-3-((3-aminophenyl)ethynyl)pyridin-4-yl)-1H-indazol-3-amine NC1=NC=CC(=C1C#CC1=CC(=CC=C1)N)C=1C=C2C(=NNC2=CC1)N